C(C)(C)(C)SC1=CC=2N(C=C1OCC)N=CC2 5-(Tert-butylthio)-6-ethoxypyrazolo[1,5-a]pyridine